2,3,5,6-tetrachloro-1,4-diazine ClC1=NC(=C(N=C1Cl)Cl)Cl